(R)-4-(2-chloro-7-(1-(difluoromethyl)-1H-pyrazol-4-yl)thieno[3,2-d]pyrimidine-4-yl)-3-methylmorpholine ClC=1N=C(C2=C(N1)C(=CS2)C=2C=NN(C2)C(F)F)N2[C@@H](COCC2)C